[NH4+].P(=O)(OCCN(CCC1=CC=CC=C1)C(CCC1=CC(=CC=C1)OCCCCCCCCCC)=O)(O)O 2-[{3-[3-(Decyloxy)phenyl]propanoyl}(2-phenylethyl)amino]ethyl dihydrogen phosphate ammonium salt